Benzyl-5-((4-(5-((tert-butoxycarbonyl)amino)pentyl)piperazin-1-yl)methyl)isoindoline-2-carboxylate C(C1=CC=CC=C1)OC(=O)N1CC2=CC=C(C=C2C1)CN1CCN(CC1)CCCCCNC(=O)OC(C)(C)C